C(#N)C1=NC2=CC(=CC=C2N=C1N1CCOCC1)C 2-cyano-7-methyl-3-morpholinoquinoxalin